ClC1=C(C=C(C(=C1)C(F)(F)F)NC(C1=C(C=C(C=C1C)OCCC1=CC=CC=C1)C)=O)[C@@H]1[C@@H](C1)C(=O)O (1R,2S)-2-[2-chloro-5-{[2,6-dimethyl-4-(2-phenylethoxy)benzoyl]amino}-4-(trifluoromethyl)phenyl]cyclopropanecarboxylic acid